1-(tert-butyl) 3-methyl (E)-4-(fluoromethylene)-3-methylpiperidine-1,3-dicarboxylate F\C=C/1\C(CN(CC1)C(=O)OC(C)(C)C)(C(=O)OC)C